ClC=1C=C(C(=NC1)N1CC(N(C2(CC3(CN(C3)C=O)C2)C1=O)CC1=CC=C(C=C1)Cl)=O)F 10-(5-chloro-3-fluoro-pyridin-2-yl)-7-(4-chloro-benzyl)-8,11-dioxo-2,7,10-triazadispiro[3.1.56.14]-dodecane-2-carbaldehyde